(R)-N-(4-(4-amino-(4-phenoxyphenyl)-1H-pyrazolo[3,4-d]pyrimidin-1-yl)cyclohexyl)-2-(dimethylamino)-3-methylbutanamide NC1=C2C(=NC=N1)N(N=C2C2=CC=C(C=C2)OC2=CC=CC=C2)C2CCC(CC2)NC([C@@H](C(C)C)N(C)C)=O